4-acryloxybenzophenone C(C=C)(=O)OC1=CC=C(C(=O)C2=CC=CC=C2)C=C1